5-(2-((5-(1,4-diazepan-1-yl)pyridin-2-yl)amino)pyrimidin-4-yl)-N-cyclopentyl-4-methylthiazol-2-amine N1(CCNCCC1)C=1C=CC(=NC1)NC1=NC=CC(=N1)C1=C(N=C(S1)NC1CCCC1)C